NC(C(=O)NC1=NC=CC(=C1)C(NC(CCC(F)(F)F)=O)C1CC1)C1CCC(CC1)(F)F N-((2-(2-amino-2-(4,4-difluoro-cyclohexyl)acetamido)pyridin-4-yl)(cyclopropyl)methyl)-4,4,4-trifluorobutanamide